N[C@@H](CC1=CC=CC=C1)C(=O)[O-] phenylalanineate